CC(=CCC/C(=C/CO)/C)C 3,7-dimethyl-trans-2,6-octadien-1-ol